4-(4-chloro-2-fluorophenyl)-6,7-dimethyl-2-((2R)-2-(2-methyl-5-pyrimidinyl)-4-morpholinyl)pyrido[2,3-d]pyrimidine ClC1=CC(=C(C=C1)C=1C2=C(N=C(N1)N1C[C@H](OCC1)C=1C=NC(=NC1)C)N=C(C(=C2)C)C)F